OC=1C(NC=NC1CCC1=NC=C(C=N1)C#CC1=CC=C(C=C1)CN1CCOCC1)=O 5-hydroxy-6-(2-(5-((4-(morpholinomethyl)phenyl)ethynyl)pyrimidin-2-yl)ethyl)pyrimidin-4(3H)-one